C(C)[N+]1(CCC(CC1)C)CC 1,1-diethyl-4-methylpiperidinium